N-[2-(1-benzylpiperidin-4-yl)ethyl]-3-methyl-1-[2-(trifluoromethoxy)phenyl]piperidine-4-carboxamide C(C1=CC=CC=C1)N1CCC(CC1)CCNC(=O)C1C(CN(CC1)C1=C(C=CC=C1)OC(F)(F)F)C